N-methyl-1-(5-methyl-1H-benzimidazol-2-yl)methanamine CNCC1=NC2=C(N1)C=CC(=C2)C